FC1=C(N(N=C1C)C)C(=O)O 4-fluoro-2,5-dimethylpyrazole-3-carboxylic acid